ClC1=CC=NC2=CC=C(C=C12)C1=CC=CC=C1 4-Chloro-6-phenylquinoline